3-(5'-(methylsulfonamido)spiro[cyclohexane-1,3'-indoline]-1'-carbonyl)-N-(1-(methylthio)propan-2-yl)benzenesulfonamide CS(=O)(=O)NC=1C=C2C3(CN(C2=CC1)C(=O)C=1C=C(C=CC1)S(=O)(=O)NC(CSC)C)CCCCC3